CCCCCCCCCCCCCCCCCCCCCCCCCCCCCCCCCCCCCC=CCCC dotetracont-38-ene